ClC1=CC(=C(C(=C1)C)NC(OC1=CC=CC=C1)=O)C phenyl (4-chloro-2,6-dimethylphenyl)carbamate